C1(=CC=CC=C1)[C@@H]1N=C(OC1)C1=NC(=CC=C1)C=1OC[C@@H](N1)C1=CC=CC=C1 |o1:6,20| (S,S) or (R,R)-2,6-bis(4-phenyl-2-oxazolin-2-yl)pyridine